C(C)(=O)N1[C@H]([C@@H]([C@H](C2=CC(=CC=C12)C(=O)NC(C)C)NC1=NC(=CC=C1)C)C)C |r| rac-(2S,3R,4R)-1-acetyl-N-isopropyl-2,3-dimethyl-4-((6-methylpyridin-2-yl)amino)-1,2,3,4-tetrahydroquinoline-6-carboxamide